C(C)S(=O)(=O)NC1CCN(CC1)C1=C(C=CC=C1)/C=C/C(=O)NO (E)-3-(2-(4-(ethylsulfonamido)piperidin-1-yl)phenyl)-N-hydroxyacrylamide